N=1N(N=CC1)N1C=C(C2=CC=CC=C12)S(=O)(=O)N (Triazol-2-yl)-1H-indole-3-sulfonamide